3-(6-aminopyridin-3-yl)-N-((5-(5-(morpholine-4-carbonyl)pyridin-2-yl)-7-(trifluoromethyl)benzofuran-2-yl)methyl)acrylamide NC1=CC=C(C=N1)C=CC(=O)NCC=1OC2=C(C1)C=C(C=C2C(F)(F)F)C2=NC=C(C=C2)C(=O)N2CCOCC2